NC1=NC=CC=C1C1=NC2=C(N1C1=CC=C(C=C1)C1CN(C1)C(=O)OC(C)(C)C)C=C(C=C2)Br tert-butyl 3-(4-(2-(2-aminopyridin-3-yl)-6-bromo-1H-benzo[d]imidazol-1-yl)phenyl)azetidine-1-carboxylate